FC1=C(COC=2C=CC3=C(C(=C(O3)C)C(=O)N[C@@H]3CNCC3)C2)C=CC=C1F (S)-5-((2,3-difluorobenzyl)oxy)-2-methyl-N-(pyrrolidin-3-yl)benzofuran-3-carboxamide